6-(6-chloro-1-((2-(trimethylsilyl)ethoxy)methyl)-1H-pyrrolo[2,3-b]pyridin-3-yl)-7-fluoro-5-methoxybenzo[d]thiazole ClC1=CC=C2C(=N1)N(C=C2C2=C(C1=C(N=CS1)C=C2OC)F)COCC[Si](C)(C)C